ClC=1C=C(C=NC1N1N=CC=N1)NC(=O)C=1C=NN(C1C(F)(F)F)C1=NC(=CC2=CC=CC=C12)C N-(5-Chloro-6-(2H-1,2,3-triazol-2-yl)pyridin-3-yl)-1-(3-methylisochinolin-1-yl)-5-(trifluoromethyl)-1H-pyrazol-4-carboxamid